C(CC)(=O)OC1CCCCCC1 cycloheptane-7-yl propionate